N1(C=NC=C1)C1=CC=C(C=C1)N(CCCCCOCC(=O)O)NC1=C(C=CC(=C1)C=1C(=NOC1C)C)C 2-((5-((4-(1H-imidazol-1-yl)phenyl)(5-(3,5-dimethylisoxazol-4-yl)-2-methylanilino)amino)pentyl)oxy)acetic acid